ClC=1C=CC=C2C(=CNC12)C1(NC2=CC=CC=C2C1=O)C1=CC=CC=C1 2-(7-chloro-1H-indol-3-yl)-2-phenylindol-3-one